CC(C)(C#CC(C)(OOC(C)(C)C)C)OOC(C)(C)C 2,5-dimethyl-2,5-bis(tert-butyl-peroxy)hexyne